O1CCC(CC1)COC1=CC(=CC=N1)C(=O)O 6-(oxan-4-ylmethoxy)pyridine-4-carboxylic acid